C(C)(C)(C)OC(=O)N1CC(CC1)OC(=O)N1C=CC2=C1N=CN=C2 Pyrrolo[2,3-d]Pyrimidine-7-carboxylic acid (1-tert-butoxycarbonyl pyrrolidin-3-yl) ester